2-(4-(vinylsulfonyl)phenoxy)ethyl-4-methylbenzenesulfonate C(=C)S(=O)(=O)C1=CC=C(OCCOS(=O)(=O)C2=CC=C(C=C2)C)C=C1